(2R)-2-(3-methoxy-2-methyl-phenyl)-2,5-dihydro-1H-pyrrole hydrochloride Cl.COC=1C(=C(C=CC1)[C@@H]1NCC=C1)C